(R)-N-((R)-6-(2-chloro-5-fluorophenyl)-3-isocyano-2-methyl-8-oxo-2,6,7,8-tetrahydropyrrolo[3,4-g]indazol-5-yl)-5-fluoro-3-hydroxy-3-(trifluoromethyl)indoline-1-carboxamide ClC1=C(C=C(C=C1)F)[C@@H]1NC(C2=C1C(=CC1=C(N(N=C21)C)[N+]#[C-])NC(=O)N2C[C@](C1=CC(=CC=C21)F)(C(F)(F)F)O)=O